C1(CCC1)C=1N=NN(C1)CC1=NN(N=C1I)C 4-[(4-cyclobutyl-1H-1,2,3-triazol-1-yl)methyl]-5-iodo-2-methyl-2H-1,2,3-triazole